N[C@H]1CN(CC1)C=1N(C(C2=C(N1)NC=C2C2=C(C1=CN(N=C1C=C2)C)Cl)=O)C (R)-2-(3-amino-pyrrolidin-1-yl)-5-(4-chloro-2-methyl-2H-indazol-5-yl)-3-methyl-3,7-dihydro-4H-pyrrolo[2,3-d]pyrimidin-4-one